ClC1=NC=2N(CC(NC2C=N1)=O)C1CC[Si](CC1)(C)C 2-Chloro-8-(1,1-dimethylsilinan-4-yl)-7,8-dihydropteridin-6(5H)-one